Ethyl 2-(5-chloropyrrolo[3,2-b]pyridin-1-yl)-2-methyl-propanoate ClC1=CC=C2C(=N1)C=CN2C(C(=O)OCC)(C)C